C1(CC1)NC(CN1CC(CCC1)C=O)=O N-CYCLOPROPYL-2-(3-FORMYLPIPERIDIN-1-YL)ACETAMIDE